NC1=NC2=C(N1CC1=CC=C(C=C1)Br)C=CC(=C2)C#N 2-amino-1-(4-bromobenzyl)-1H-benzo[d]imidazole-5-carbonitrile